C(C)(C)(C)OC(=O)N1CC(=CCC1)C1=CC=C2C(=NC=NN21)N 3-(4-Aminopyrrolo[2,1-f][1,2,4]triazin-7-yl)-5,6-dihydropyridine-1(2H)-carboxylic acid tert-butyl ester